trans-5-(2-([2,2'-bipyrimidin]-5-yl)cyclopropyl)-7-fluoro-1-(3-methoxypropyl)-1H-benzo[d]imidazole N1=C(N=CC(=C1)[C@H]1[C@@H](C1)C1=CC2=C(N(C=N2)CCCOC)C(=C1)F)C1=NC=CC=N1